4-ethyl-1,3-benzothiazole-6-carboxylic acid C(C)C1=CC(=CC2=C1N=CS2)C(=O)O